5,7-dichloro-8-fluoropyrido[4,3-d]pyrimidin-4-ol ClC1=NC(=C(C=2N=CN=C(C21)O)F)Cl